2-(1-((5-(5-(difluoromethyl)-1,3,4-oxadiazol-2-yl)pyridin-2-yl)methyl)-1H-1,2,3-triazol-4-yl)pyrrolidin-1-carboxylate FC(C1=NN=C(O1)C=1C=CC(=NC1)CN1N=NC(=C1)C1N(CCC1)C(=O)[O-])F